[C@@H]1(CCCN2CCCCC12)C1=CC=2C(=NC=CC2NC=2C=CC3=C(N=CS3)C2)S1 N-(2-((1S)-octahydro-2H-quinolizin-1-yl)thieno[2,3-b]pyridin-4-yl)benzo[d]thiazol-5-amine